C(C)(C)(C)OC(=O)NC/C(/CN1N=CC(=C1)C(=O)O)=C\F (E)-1-(2-(tert-butoxycarbonyl)aminomethyl-3-fluoroallyl)-1H-pyrazole-4-carboxylic acid